C(#N)C1=C(C=CC=C1)C1=C(C(=CC=C1)B(O)O)F 2'-CYANO-2-FLUOROBIPHENYL-3-YLBORONIC ACID